9-methoxy-5-methyl-benzothiopheno[2,3-g]isoquinoline COC=1C=CC2=C(C1)C1=C(C(=C3C=CN=CC3=C1)C)S2